FC1=C(C=CC=C1)SCC=1N=CN(C1)C1=CC=C(C=C1)C1=NOC(=N1)C(F)(F)F 3-(4-(4-(((2-fluorophenyl)thio)methyl)-1H-imidazol-1-yl)phenyl)-5-(trifluoromethyl)-1,2,4-oxadiazole